CC(CC(C)=NO)=NO 2,4-pentanedione dioxime